Cl.O1C=CN=CC=C1 [1,4]oxazepine hydrochloride